5-chloro-2-ethyl-1H-pyrrolo[3,2-b]pyridine ClC1=CC=C2C(=N1)C=C(N2)CC